2-(6-((1-(4-(Difluoromethyl)phenyl)-4-methyl-1H-1,2,3-triazol-5-yl)methoxy)pyridazine-3-yl)-hexahydro-3H-imidazolo[5,1-c][1,4]oxazin-3-one FC(C1=CC=C(C=C1)N1N=NC(=C1COC1=CC=C(N=N1)N1C(N2C(COCC2)C1)=O)C)F